COP(=O)(OC)[O-].C(CCCCCCCCCCC)[NH2+]C laurylmethylammonium dimethylphosphate